2-methylpropane-1-on CC(C=O)C